OC=1C=C2C(N(C(C2=CC1O)=O)C)=O 5,6-dihydroxyl-2-methyl-isoindole-1,3-dione